COC(C1=CC=C(C=C1)\C=C(\C(=O)OC(C)(C)C)/C)=O (E)-4-(3-(tert-butoxy)-2-methyl-3-oxoprop-1-en-1-yl)benzoic acid methyl ester